ClC=1C=C(C#N)C=CC1O[C@@H](COC1=CC(=CC=C1)N1C(=NC=C1)C)C (R)-3-chloro-4-((1-(3-(2-methyl-1H-imidazol-1-yl)phenoxy)propan-2-yl)oxy)benzonitrile